Trinatrium edetat C(N(CC(=O)[O-])CC(=O)O)CN(CC(=O)[O-])CC(=O)[O-].[Na+].[Na+].[Na+]